2-butoxy-4,6-dichloro-5-nitropyrimidine C(CCC)OC1=NC(=C(C(=N1)Cl)[N+](=O)[O-])Cl